FC1(C(CN(CC1)C(=O)OCC1=CC=CC=C1)C=1C=NC(=C(C1)C=O)OC)F benzyl 4,4-difluoro-3-(5-formyl-6-methoxypyridin-3-yl)piperidine-1-carboxylate